C(C)(=O)N[C@H]1C(O)O[C@@H]([C@H]([C@@H]1O[C@@H](C(=O)O)C)O)CO N-Acetylmuramic Acid